(E)-N-(furan-2-ylmethyl)-2-(1-(pyridin-2-yl)ethylidene)hydrazine O1C(=CC=C1)CN/N=C(\C)/C1=NC=CC=C1